[1,3,4]Oxaazaborole O1C=NB=C1